C(#N)C=1C(=CC(=NC1)NC(=O)N1CCCC2=CC(=C(N=C12)C=O)CN1C(CN(CC1)C)=O)NCCSC1CCCCC1 N-(5-cyano-4-((2-(cyclohexylthio)ethyl)amino)pyridin-2-yl)-7-formyl-6-((4-methyl-2-oxopiperazin-1-yl)methyl)-3,4-dihydro-1,8-naphthyridine-1(2H)-carboxamide